C(C(C)C)N1CCC(CC1)C=1C=CC(=NC1)C1=NNC(=C1CC(F)(F)F)C=1C=C(C=2N(C1)N=CN2)OC 6-(3-(5-(1-isobutylpiperidin-4-yl)pyridin-2-yl)-4-(2,2,2-trifluoroethyl)-1H-pyrazol-5-yl)-8-methoxy-[1,2,4]triazolo[1,5-a]pyridine